N-(6-(1-cyanospiro[2.2]pentan-1-yl)isoquinolin-3-yl)-3-(difluoromethoxy)cyclobutane-1-carboxamide C(#N)C1(CC12CC2)C=2C=C1C=C(N=CC1=CC2)NC(=O)C2CC(C2)OC(F)F